methyl-(phenyl)(vinyl)ethoxysilane C[SiH](OCCC=C)C1=CC=CC=C1